CP(C1=CC=CC=C1)C1=CC=CC=C1 methyl(diphenyl)phosphane